NCCCCCCCCC1=CC2=C(N(C(N2C)=O)C2C(NC(CC2)=O)=O)C=C1 3-[5-(8-aminooctyl)-3-methyl-2-oxo-benzimidazol-1-yl]piperidine-2,6-dione